COC=1C(=CC2=CN(N=C2C1)C1CCC(CC1)C=O)N1N=NC(=C1)C1=NC(=CC=C1)C(F)(F)F (1R,4R)-4-(6-methoxy-5-(4-(6-(trifluoromethyl)pyridin-2-yl)-1H-1,2,3-triazol-1-yl)-2H-indazol-2-yl)cyclohexanecarbaldehyde